N-((3-fluoropyridin-2-yl)methyl)-2-(2-((2-(1-(2-morpholinoethyl)-1H-benzo[d]imidazol-2-yl)ethyl)amino)ethyl)oxazolo[4,5-c]pyridin-4-amine FC=1C(=NC=CC1)CNC1=NC=CC2=C1N=C(O2)CCNCCC2=NC1=C(N2CCN2CCOCC2)C=CC=C1